B(Br)(Br)Br tribromoboric acid